1,N3-bis(4,6-dichloro-1,3,5-triazin-2-yl)benzene-1,3-diamine ClC1=NC(=NC(=N1)Cl)C1(CC(=CC=C1)NC1=NC(=NC(=N1)Cl)Cl)N